4-(2-(5-isobutyl-4-methylthiazol-2-yl)hydrazineylidene)-5-phenyl-2-(4-phenylthiazol-2-yl)-2,4-dihydro-3H-pyrazol-3-one C(C(C)C)C1=C(N=C(S1)NN=C1C(N(N=C1C1=CC=CC=C1)C=1SC=C(N1)C1=CC=CC=C1)=O)C